tert-butyl 3-((6-chloro-5-fluoropyridin-3-yl)methylene)azetidine-1-carboxylate ClC1=C(C=C(C=N1)C=C1CN(C1)C(=O)OC(C)(C)C)F